FC(CCC(=O)O)(C(C(C(C(C(C(C(F)(F)F)(F)F)(F)F)(F)F)(F)F)(F)F)(F)F)F (3,3,4,4,5,5,6,6,7,7,8,8,9,9,10,10,10-heptadecafluorodecyl)-carboxylic acid